N-[(1R)-1-(6-Methylpyridazin-3-yl)ethyl]-3-(5-methyl-1,3-thiazol-2-yl)-5-(tetrahydro-2H-pyran-4-yloxy)benzamide CC1=CC=C(N=N1)[C@@H](C)NC(C1=CC(=CC(=C1)OC1CCOCC1)C=1SC(=CN1)C)=O